1-acryloyloxy-2-hydroxy-4,4,5,5,6,6,7,7,8,8,9,9,10,10,11,11,12,12,13,13,13-heneicosafluorotridecane C(C=C)(=O)OCC(CC(C(C(C(C(C(C(C(C(C(F)(F)F)(F)F)(F)F)(F)F)(F)F)(F)F)(F)F)(F)F)(F)F)(F)F)O